(2R)-2-amino-4-[(2-chloroacetyl)amino]butyric acid N[C@@H](C(=O)O)CCNC(CCl)=O